C(C1=CC=CC=C1)N1N=NC(=C1)CN(CC=1N=NN(C1)CC1=CC=CC=C1)CC=1N=NN(C1)CC1=CC=CC=C1 (Tris[(1-benzyl-1H-1,2,3-triazol-4-yl)methyl])amine